ethylene glycol bisbehenate C(CCCCCCCCCCCCCCCCCCCCC)(=O)OCCOC(CCCCCCCCCCCCCCCCCCCCC)=O